C(C)[C@]1(C(OCC=2C(N3CCC(C3=CC21)=O)=O)=O)O (4S)-4-Ethyl-7,8-dihydro-4-hydroxy-1H-pyrano[3,4-f]indolizine-3,6,10(4H)-trione